C(C)OC(=O)C1=CC2=C(S1)CCC(C2)N 5-amino-4,5,6,7-tetrahydrobenzo[b]thiophene-2-carboxylic acid ethyl ester